C(CCCCCCCCCCC)OC([C@@H](N)CCC(=O)OCCCCCCCCCCCC)=O didodecylglutamate